1,3-dihydroxypropan-2-yl behenate C(CCCCCCCCCCCCCCCCCCCCC)(=O)OC(CO)CO